C(C1=CC=CC=C1)N1[C@@H]2[C@H](OCC1)CN(CC2)CC(C(=O)OC(C)(C)C)(C)C |o1:8,9| tert-Butyl 3-((4aR*,8aS*)-1-benzylhexahydro-1H-pyrido[3,4-b][1,4]oxazin-6(7H)-yl)-2,2-dimethylpropanoate